CC(CN)N (E)-methyl-ethane-1,2-diamine